N(=NC1(CCCCC1)C#N)C1(CCCCC1)C#N azo-bis(cyclohexane-carbonitrile)